C(#C)C1=CC=2C(C3=CC(=CC=C3C2C=C1)C#C)(CCCCCCCC)CCCCCCCC 2,7-diacetylenyl-9,9-dioctylfluorene